5-bromo-3-((4-((dieth-ylamino)methyl)phenylimino)methyl)-benzene-1,2-diol BrC1=CC(=C(C(=C1)O)O)C=NC1=CC=C(C=C1)CN(CC)CC